BrC=1C=NC(=NC1)C=1CCOCC1 5-bromo-2-(3,6-dihydro-2H-pyran-4-yl)pyrimidine